N1=NC(=CC2=C1C1=C(CCC2)C=CC=C1)N1N=C(N=C1N)NC=1C=CC2=C(CC[C@H](CC2)NCC(CC)CC)C1 1-(6,7-dihydro-5H-benzo[6,7]cyclohepta[1,2-c]pyridazin-3-yl)-N3-((7S)-7-(2-ethylbutylamino)-6,7,8,9-tetrahydro-5H-benzo[7]annulene-2-yl)-1H-1,2,4-triazole-3,5-diamine